6-bromo-N-methyl-8-morpholinoimidazo[1,2-a]pyrazine-2-carboxamide BrC=1N=C(C=2N(C1)C=C(N2)C(=O)NC)N2CCOCC2